fluoroisopropyl carbonate C(OC(C)(C)F)([O-])=O